C(C1=CC=CC=C1)OC[C@H]1C(N[C@H](C(N1)=O)C)=O (3S,6S)-3-((benzyloxy)methyl)-6-methylpiperazine-2,5-dione